C(CCC)NC(C(C)OC1=CC=C(C=C1)C=O)=O N-BUTYL-2-(4-FORMYLPHENOXY)PROPANAMIDE